C(CCCCCCCCCC\C=C/C=C)=O (12Z)-12,14-pentadecadienal